1-(3-hydroxypiperidin-1-yl)-7-phenylheptane-1-one OC1CN(CCC1)C(CCCCCCC1=CC=CC=C1)=O